NC1=C(C=C(C=N1)OC=1N=C(SC1C1=NC(=NC=C1)N[C@@H]1CN(C[C@H](C1)F)C(=O)OC(C)(C)C)C)F tert-butyl (3S,5S)-3-[[4-[4-[(6-amino-5-fluoro-3-pyridyl)oxy]-2-methyl-thiazol-5-yl]pyrimidin-2-yl]amino]-5-fluoro-piperidine-1-carboxylate